C1(=CC=CC=C1)P(C1=C(C=NCCCCN)C=CC=C1)C1=CC=CC=C1 N'-[o-(diphenylphosphino)benzylidene]-1,4-butanediamine